[Cl-].[Cl-].CC=1C(C2=CC=CC(=C2C1)C)[Zr+2]C1C(=CC2=C(C=CC=C12)C)C bis(2,4-dimethyl-indenyl)zirconium dichloride